O=C1NC(CCC1N1C(N(C2=C1C=CC(=C2)N2C(CN(CC2)CC(=O)OC(C)(C)C)=O)C)=O)=O tert-butyl 2-[4-[1-(2,6-dioxo-3-piperidyl)-3-methyl-2-oxo-benzimidazol-5-yl]-3-oxo-piperazin-1-yl]acetate